tert-butyl 4-(((3R,4R)-1-((benzyloxy) carbonyl)-3-(4-cyanophenyl) piperidin-4-yl) methyl)-5,7-dimethyl-1H-indole-1-carboxylate C(C1=CC=CC=C1)OC(=O)N1C[C@H]([C@@H](CC1)CC1=C2C=CN(C2=C(C=C1C)C)C(=O)OC(C)(C)C)C1=CC=C(C=C1)C#N